ClC1=C(C=CC=C1Cl)SC=1N=CC(=NC1N)NC1CCNCC1 5-((2,3-dichlorophenyl)thio)-N2-(piperidin-4-yl)pyrazine-2,6-diamine